N-((tetrahydrofuran-3-yl)methyl)benzamide O1CC(CC1)CNC(C1=CC=CC=C1)=O